NC1=NC=2C=NC(=CC2C2=C1COC2)C(=O)N([C@@H](CF)C)CC2=NC=C(C=C2)C#N (R)-4-amino-N-((5-cyanopyridin-2-yl)methyl)-N-(1-fluoropropan-2-yl)-1,3-dihydrofuro[3,4-c][1,7]naphthyridine-8-carboxamide